OCN1C(CC(CC1=O)C1=CC=CC=C1)=O 1-(hydroxymethyl)-4-phenylpiperidine-2,6-dione